2-(4,4-dimethyl-1,2,3,4-tetrahydroquinolin-7-yl)-3-(1,3-dimethyl-1H-pyrazol-5-yl)-3-hydroxyacrylonitrile CC1(CCNC2=CC(=CC=C12)C(C#N)=C(O)C1=CC(=NN1C)C)C